CS(=O)(=O)OC1=C(C=C(C=C1C)NC(=O)NC1=CC(=C(C(=C1)C)OS(=O)(=O)C)C)C N,N'-bis-[4-(methanesulfonyloxy)-3,5-dimethyl-phenyl]urea